ClC=1C(=C2C(=NC1)OCO2)C(=O)NC2=C1C(N(CC1=CC=C2)[C@@H](C(C)(C)O)C2CC2)=O |o1:22| (R or S)-6-chloro-N-(2-(1-cyclopropyl-2-hydroxy-2-methylpropyl)-3-oxoisoindolin-4-yl)-[1,3]dioxolo[4,5-b]pyridine-7-carboxamide